ClC1=CC=C(C=C1)N1C(NCC1)=O 1-(4-chlorophenyl)imidazolidin-2-one